ClC1=NC(=NC2=CC(=CC=C12)OC)C1=CC=CC=C1 4-chloro-7-methoxy-2-phenylquinazoline